1-carbonyl-2-(2-methyl-5-nitro-1H-imidazol-1-yl)ethanamine C(=O)=C(CN1C(=NC=C1[N+](=O)[O-])C)N